7-chloro-1-ethyl-N-(3-fluorobicyclo[1.1.1]pentan-1-yl)-N-methyl-1H-pyrrolo[2,3-c]pyridine-2-carboxamide ClC=1N=CC=C2C1N(C(=C2)C(=O)N(C)C21CC(C2)(C1)F)CC